C(C)(=O)OC1CCC(CC1)C(C)(C)C 4-tert-butyl-cyclohexyl acetate